CN(CCOC=1C=CC(=C(C(=O)N[C@H](C)C2=CC(=CC(=C2)C2=CN=CS2)C=2C=NN(C2)C(C)C)C1)C)C (R)-5-(2-(dimethylamino)ethoxy)-N-(1-(3-(1-isopropyl-1H-pyrazol-4-yl)-5-(thiazol-5-yl)phenyl)ethyl)-2-methylbenzamide